NC1=C2C(=NC=N1)N(N=C2C2=CC=C(C=C2)OC2=CC=CC=C2)C2CCN(CC2)C(CCCCSC2=C1CN(C(C1=CC=C2)=O)C2C(NC(CC2)=O)=O)=O 3-(4-((5-(4-(4-amino-3-(4-phenoxyphenyl)-1H-pyrazolo[3,4-d]pyrimidin-1-yl)piperidine-1-yl)-5-oxopentyl)thio)-1-oxoisoindolin-2-yl)piperidine-2,6-dione